NC(C(O)C=1C=CC(=NC1)C1=C(C=C(C#N)C=C1)OC1=CC(=NC(=C1)N1CCOCC1)C)(C)C 4-[5-(2-amino-1-hydroxy-2-methylpropyl)pyridin-2-yl]-3-(2-methyl-6-morpholin-4-ylpyridin-4-yl)oxybenzonitrile